S1C=NC2=C1C=CC(=C2)C2=CC=C(N=N2)NC2CC(NC(C2)(C)C)(C)C 6-(benzo[d]thiazol-5-yl)-N-(2,2,6,6-tetramethyl-piperidin-4-yl)pyridazin-3-amine